CC=1C=CC(=C(C#N)C1)OCCOC1=CC(=CC=C1)C1=CC=NN1C 5-methyl-2-(2-(3-(1-methyl-1H-pyrazol-5-yl)phenoxy)ethoxy)benzonitrile